ClC1=C(C(=CC=C1)Cl)C=1N=C2C=3C=C(C=NC3C=CN2C1C(=O)N)C=1C=NN(C1)CCCN(C)C 2-(2,6-Dichlorophenyl)-9-(1-(3-(dimethylamino)propyl)-1H-pyrazol-4-yl)imidazo[2,1-f][1,6]naphthyridine-3-carboxamide